C(C1=CC=CC=C1)OC(=O)NCC1[C@@H]2CN(C[C@H]1CC2)C(=O)OC(C)(C)C (1R,5S,8r)-tert-butyl 8-((((benzyloxy)carbonyl)amino)methyl)-3-azabicyclo[3.2.1]octane-3-carboxylate